C(CCCCCCC)(=O)OC(C)(C)C 2-isobutyl octanoate